Cl.NC(C(=O)N1CCN(CC1)C(=O)NC1=NC(N(C=C1)C1CCC(CC1)CN[C@@H]1C[C@H](CC1)N)=O)(C)C 4-(2-Amino-2-methylpropanoyl)-N-(1-(4-((((1S,3S)-3-aminocyclopentyl)amino)methyl)cyclohexyl)-2-oxo-1,2-dihydropyrimidin-4-yl)piperazine-1-carboxamide hydrochloride salt